N1=C(C=CC=C1)C(=O)ONC=1OC(=CN1)C1=NC=C(C=C1)C(F)(F)F ((5-(5-(trifluoromethyl) pyridin-2-yl) oxazol-2-yl) amino) picolinate